ClC1=CC=C(C(=N1)C(=O)NS(=O)(=O)C)N[C@H](C)C=1C=C(C=C2C(N(C(=NC12)N1CCC2(CC1)COCCCC2)C)=O)C (R)-6-chloro-3-((1-(3,6-dimethyl-4-oxo-2-(8-oxa-3-azaspiro[5.6]dodecan-3-yl)-3,4-dihydroquinazolin-8-yl)ethyl)amino)-N-(methylsulfonyl)picolinamide